(3R,4S)-3-methyl-1-((1-methyl-1H-imidazol-4-yl)sulfonyl)piperidin C[C@H]1CN(CCC1)S(=O)(=O)C=1N=CN(C1)C